C1(=CC=CC=C1)P(C1=CC=CC=C1)C1=CC=CC=C1.C1(=CC=CC=C1)P(C1=CC=CC=C1)C1=CC=CC=C1.C1(=CC=CC=C1)P(C1=CC=CC=C1)C1=CC=CC=C1.C1(=CC=CC=C1)P(C1=CC=CC=C1)C1=CC=CC=C1.[Pd] palladium tetra(triphenylphosphine)